6-formyllysine C(=O)C(CCC[C@H](N)C(=O)O)N